2-hydroxy-6-(4-fluoroanilino)purine OC1=NC(=C2NC=NC2=N1)NC1=CC=C(C=C1)F